4-(3,5-dimethoxyphenylethynyl)-5-trifluoromethyl-pyrimidine COC=1C=C(C=C(C1)OC)C#CC1=NC=NC=C1C(F)(F)F